1,2,3,4,5-Pentaphenyl-1'-(di-tert-butylphosphino)ferrocene C1(=CC=CC=C1)[C-]1C(=C(C(=C1C1=CC=CC=C1)C1=CC=CC=C1)C1=CC=CC=C1)C1=CC=CC=C1.C(C)(C)(C)P([C-]1C=CC=C1)C(C)(C)C.[Fe+2]